([(1-Cyano-2-ethoxy-2-oxoethylidene)amino]oxy)dimethyl-amino(morpholin-4-yl)carbenium hexafluorophosphate F[P-](F)(F)(F)(F)F.C(#N)C(C(=O)OCC)=NO[C+](N1CCOCC1)N(C)C